4-(((ethyl(methyl)amino)methylene)amino)-2,5-dimethylbenzoate hydrochloride Cl.C(C)N(C)C=NC1=CC(=C(C(=O)O)C=C1C)C